(S)-6-bromo-8-(1-methoxyethyl)imidazo[1,2-a]pyridine-2-carboxylic acid BrC=1C=C(C=2N(C1)C=C(N2)C(=O)O)[C@H](C)OC